FC(CN(CCC(C(=O)O)NC(C(C)(C)OC)=O)CCCCC1=NC=2NCCCC2C=C1)COC 4-[[2-fluoro-3-methoxy-propyl]-[4-(5,6,7,8-tetrahydro-1,8-naphthyridin-2-yl)butyl]amino]-2-[(2-methoxy-2-methyl-propanoyl)amino]butanoic acid